CN1C(N(CC1)[C@H]1CNCCC1)=O (R)-3-(3-methyl-2-oxoimidazolidin-1-yl)piperidine